2-chloro-4-(9,9-dimethyl-9H-fluoren-3-yl)-6-phenyl-1,3,5-triazine ClC1=NC(=NC(=N1)C=1C=CC=2C(C3=CC=CC=C3C2C1)(C)C)C1=CC=CC=C1